C(C=C)(=O)OCC1=CC(=CC=C1)OC1=CC=CC=C1 m-phenoxybenzyl acrylate